FC(OC=1C=C2CCN(C(C2=C(C1)F)=O)C(=O)OC(C)(C)C)F tert-butyl 6-(difluoromethoxy)-8-fluoro-1-oxo-3,4-dihydroisoquinoline-2(1H)-carboxylate